C1(CCC1)N1N=CC(=C1)C1=CC=2CC(N3C(C2C2=C1OCC2)=CC(C(=C3)C(=O)O)=O)C(C)C 4-(1-cyclobutyl-1H-pyrazol-4-yl)-7-isopropyl-11-oxo-2,6,7,11-tetrahydro-1H-furo[2,3-H]pyrido[2,1-a]isoquinoline-10-carboxylic acid